O[C@H]1CN(C[C@H](C1)C)CC1=C2C(=NC(=C1)C(=O)N)C(CC2)(C)C 4-(((3R,5S)-3-hydroxy-5-methylpiperidin-1-yl)methyl)-7,7-dimethyl-6,7-dihydro-5H-cyclopenta[b]pyridine-2-carboxamide